3,3-Dibromo-4-(2-fluoro-4-nitrophenoxy)-1,3-dihydro-2H-pyrrolo[2,3-b]pyridin-2-one BrC1(C(NC2=NC=CC(=C21)OC2=C(C=C(C=C2)[N+](=O)[O-])F)=O)Br